tert-butyl 4-((4-(2-acetyl-7-(7-(difluoromethyl)-6-(1-methyl-1H-pyrazol-4-yl)-3,4-dihydroquinolin-1(2H)-yl)isoindol-5-yl)cyclohexyl)(methyl)amino)piperidine-1-carboxylate C(C)(=O)N1C=C2C(=CC(=CC2=C1)C1CCC(CC1)N(C1CCN(CC1)C(=O)OC(C)(C)C)C)N1CCCC2=CC(=C(C=C12)C(F)F)C=1C=NN(C1)C